1-cyclopropyl-3-(4-methylthiazol-2-yl)urea C1(CC1)NC(=O)NC=1SC=C(N1)C